N-{3-fluorobicyclo[1.1.1]pentan-1-yl}-7-methoxy-1-methylpyrrolo[2,3-c]pyridine-2-carboxamide FC12CC(C1)(C2)NC(=O)C2=CC=1C(=C(N=CC1)OC)N2C